7-(dimethylamino)-3,4-dihydro-1H-isoquinoline-2-carboxylic acid tert-butyl ester C(C)(C)(C)OC(=O)N1CC2=CC(=CC=C2CC1)N(C)C